Iridium(III) bis[phenyl(methyl-d3)pyridine] C1(=CC=CC=C1)C=1C(=NC=CC1)C([2H])([2H])[2H].C1(=CC=CC=C1)C=1C(=NC=CC1)C([2H])([2H])[2H].[Ir+3]